6,7-dichloro-3-((tetrahydrofuran-3-yl)methyl)-1,3,4,9-tetrahydro-[1,2,6]thiadiazino[4,3-g]indole 2,2-dioxide ClC=1C=2C(=CNC2C2=C(C1)CN(S(N2)(=O)=O)CC2COCC2)Cl